CC(=CC=O)C 3,3-dimethylacrylaldehyde